C(C1=CC=CC=C1)N1CC=2N=C(N=C(C2CC1)OC)OC[C@H]1N(CCC1)C (S)-7-benzyl-4-methoxy-2-((1-methylpyrrolidin-2-yl)methoxy)-5,6,7,8-tetrahydropyrido[3,4-d]pyrimidine